O[C@@H]1CC[C@@]2([C@H]3CC[C@@]4([C@H](CC[C@H]4[C@@H]3CC[C@@H]2C1)[C@@H](CCC(=O)NCCOCCOCCNC(OC(C)(C)C)=O)C)C)C tert-Butyl (2-(2-(2-((R)-4-((3R,5R,8R,9S,10S,13R,14S,17R)-3-hydroxy-10,13-dimethylhexadecahydro-1H-cyclopenta[a]phenanthren-17-yl)pentanamido)ethoxy)ethoxy)ethyl)carbamate